sodium diamyl sulfosuccinate S(=O)(=O)(O)C(C(=O)OCCCCC)CC(=O)OCCCCC.[Na]